C(C)(C)(C)C1=NOC(=N1)C=1C(=NC(=NC1)NC1=CC=C2CC(N(CC2=C1)C)=O)N[C@H](CO)C1=CC=CC=C1 7-[[5-(3-tert-butyl-1,2,4-oxadiazol-5-yl)-4-[[(1S)-2-hydroxy-1-phenyl-ethyl]amino]pyrimidin-2-yl]amino]-2-methyl-1,4-dihydroisoquinolin-3-one